O=C1N(CCC(N1)=O)C1=CC=C(C=C1)N1CCN(CC1)CC1CCNCC1 4-((4-(4-(2,4-dioxotetrahydropyrimidin-1(2H)-yl)phenyl)piperazin-1-yl)methyl)piperidine